((cyclopropylmethyl)amino)-4-(methyl((5-(5-(trifluoromethyl)-1,2,4-oxadiazol-3-yl)pyridin-2-yl)methyl)amino)cyclobut-3-ene-1,2-dione C1(CC1)CNC=1C(C(C1N(CC1=NC=C(C=C1)C1=NOC(=N1)C(F)(F)F)C)=O)=O